ethyl 5-(difluoromethyl)-4-methoxypyrimidine-2-carboxylate FC(C=1C(=NC(=NC1)C(=O)OCC)OC)F